C1(CC1)OC1=C(C(=NC=C1)OC)C1=CNC2=NC(=CC=C21)NC(=O)C2C(C2)CNC N-(3-(4-cyclopropoxy-2-methoxypyridin-3-yl)-1H-pyrrolo[2,3-b]pyridin-6-yl)-2-((methylamino)methyl)cyclopropane-1-carboxamide